(R,E)-3-(4-(dimethylamino)-4-oxobut-2-enylsulfonamido)-N-(4-(trifluoromethoxy)phenyl)piperidine-1-carboxamide CN(C(/C=C/CS(=O)(=O)N[C@H]1CN(CCC1)C(=O)NC1=CC=C(C=C1)OC(F)(F)F)=O)C